CC1=CC(=NN1)NC1=NC(=C2C=CC=NC2=C1)NC1C2CC3(CC(CC1C3)C2)O 4-[[7-[(5-methyl-1H-pyrazol-3-yl)amino]-1,6-naphthyridin-5-yl]amino]adamantan-1-ol